alpha-terpineol terpinyl-acetate C12(C(CCC(C1(C)C)C2)(C)CC(=O)OC(C2CC=C(C)CC2)(C)C)C21C(CCC(C2(C)C)C1)(C)C12C(CCC(C1(C)C)C2)C